BrC1=C(C2=C(N(S(N2)(=O)=O)CC2=CC=C(C=C2)OC)C=C1)F 5-bromo-4-fluoro-1-(4-methoxybenzyl)-1,3-dihydrobenzo[c][1,2,5]thiadiazole 2,2-dioxide